OC(C)C=1C(=NC(=CC1)C=1C=NN2C1C=CC(=C2)SC=2N=NC(=CC2)C)N2N=C(C=C2C)C#N 1-[3-(1-hydroxyethyl)-6-[6-(6-methylpyridazin-3-yl)sulfanylpyrazolo[1,5-a]pyridin-3-yl]pyridin-2-yl]-5-methylpyrazole-3-carbonitrile